COC(CCC\C=C(\C[C@@H]1[C@H]([C@@H](CC1=O)O[Si](C)(C)C(C)(C)C)\C=C\[C@H](C(CC#CC)C)O[Si](C)(C)C(C)(C)C)/Br)=O (Z)-6-bromo-7-((1R,2R,3R)-3-((tert-butyldimethylsilyl)oxy)-2-((3S,E)-3-((tert-butyldimethylsilyl)oxy)-4-methylocta-1-en-6-yn-1-yl)-5-ketocyclopentyl)hept-5-enoic acid methyl ester